(2e)-2-[(4-nitrophenyl)methylidene]hydrazine-1-carboxamide [N+](=O)([O-])C1=CC=C(C=C1)\C=N\NC(=O)N